C(#N)CN1C(=CC2=C(C=CC=C12)NC1CCC(CC1)N1CCOCC1)C#CCNC1=C(C=C(C(=O)NC)C=C1)OC 4-({3-[1-(cyanomethyl)-4-{[(1R,4R)-4-(morpholin-4-yl)cyclohexyl]amino}-1H-indol-2-yl]prop-2-yn-1-yl}amino)-3-methoxy-N-methyl-benzamide